1-(1H-Benzo[d]imidazol-5-yl)-4-(3-(trifluoromethyl)phenyl)butane-1,4-dione N1C=NC2=C1C=CC(=C2)C(CCC(=O)C2=CC(=CC=C2)C(F)(F)F)=O